Cl.C(C)NC(=S)NC(N)=N 1-ethyl-3-guanylthiourea hydrochloride